CC=1C(=NC(=NC1)NC=1C=CC(=NC1)N1CC(CC1)NC(C(C)(C)C)=O)NC=1C=CC2=C(NC(O2)=O)C1 N-(1-(5-(5-methyl-4-(2-oxo-2,3-dihydrobenzo[d]oxazol-5-ylamino)pyrimidin-2-ylamino)pyridin-2-yl)pyrrolidin-3-yl)pivalamide